CN1[C@H](CCC1)CO (R)-(1-methylpyrrolidin-2-yl)methanol